Cl.FC1=C2C(NC(=NC2=CC(=C1)OCC1CCOCC1)CSC1CCNCC1)=O 5-fluoro-2-((piperidin-4-ylthio)methyl)-7-((tetrahydro-2H-pyran-4-yl)methoxy)quinazolin-4(3H)-one hydrochloride